6-(3-((benzyloxy)methyl)-4-ethyl-5-oxo-4,5-dihydro-1H-1,2,4-triazol-1-yl)-N-((dimethylamino)methylene)-4-methyl-2-((1,1,1-trifluoropropan-2-yl)oxy)nicotinamide C(C1=CC=CC=C1)OCC1=NN(C(N1CC)=O)C1=NC(=C(C(=O)N=CN(C)C)C(=C1)C)OC(C(F)(F)F)C